C(C1=CC=CC=C1)OC1=C(C(=C(C(=O)OC2=C(C(=CC(=C2C)C)C)C)C(=C1)C)C)C 2,3,5,6-tetramethylphenyl 4-(benzyloxy)-2,3,6-trimethylbenzoate